5-fluoro-4-(trifluoromethyl)benzoic acid, hydrochloride Cl.FC=1C(=CC=C(C(=O)O)C1)C(F)(F)F